4-{[3-(1-aminoethyl)phenyl]amino}-2-[(6-methoxy-2-methyl-1,2,3,4-tetrahydroisoquinolin-7-yl)amino]pyrimidine-5-carboxamide NC(C)C=1C=C(C=CC1)NC1=NC(=NC=C1C(=O)N)NC1=C(C=C2CCN(CC2=C1)C)OC